CC1(N=CC2=CC=CC=C2C1)C 3,3-dimethyl-3,4-dihydroisoquinoline